butenyl-benzoic acid C(=CCC)C1=C(C(=O)O)C=CC=C1